3-Isopropyl-2-(2-methylpyridin-4-yl)-5-(piperidin-4-yloxy)-1H-indol C(C)(C)C1=C(NC2=CC=C(C=C12)OC1CCNCC1)C1=CC(=NC=C1)C